((S)-6,8-dichloro-1-methyl-3,4-dihydroisoquinolin-2(1H)-yl)((R)-4-(2-methyl-1H-imidazo[4,5-c]pyridin-7-yl)morpholin-2-yl)methanone ClC=1C=C2CCN([C@H](C2=C(C1)Cl)C)C(=O)[C@H]1CN(CCO1)C=1C2=C(C=NC1)N=C(N2)C